tert-butyl ((1H-pyrazol-4-yl)methyl)carbamate N1N=CC(=C1)CNC(OC(C)(C)C)=O